FC(C(C(=O)N1CCOC2=C(C1)C(=CC=C2C#N)F)(C)C)F 4-(3,3-Difluoro-2,2-dimethyl-propionyl)-6-fluoro-3,5-dihydro-2H-1,4-benzoxazepine-9-Carbonitrile